4-methyl-N-(6-((tetrahydro-2H-pyran-2-yl)oxy)hexyl)benzenesulfonamide CC1=CC=C(C=C1)S(=O)(=O)NCCCCCCOC1OCCCC1